5,10,15,20-tetra(4-carboxyphenyl)porphyrin tert-butyl-(R)-(1-(benzo[d][1,3]dioxol-5-yl)propan-2-yl)(methyl)carbamate C(C)(C)(C)CN(C(O)=O)[C@@H](CC1=CC2=C(OCO2)C=C1)C.C(=O)(O)C1=CC=C(C=C1)C=1C2=CC=C(N2)C(=C2C=CC(C(=C3C=CC(=C(C=4C=CC1N4)C4=CC=C(C=C4)C(=O)O)N3)C3=CC=C(C=C3)C(=O)O)=N2)C2=CC=C(C=C2)C(=O)O